C(C)(C)(C)OC(=O)NC1(CC(OCC1)(C)C)C(=O)O 4-(tert-butoxycarbonylamino)-2,2-dimethyl-tetrahydropyran-4-carboxylic acid